N-((1,2,3,5,6,7-Hexahydro-s-indacen-4-yl)carbamoyl)-4-methoxy-1-methylpyrrolidine-3-sulfonamide, potassium salt [K].C1CCC2=C(C=3CCCC3C=C12)NC(=O)NS(=O)(=O)C1CN(CC1OC)C